Pyrrolo[2,1-F][1,2,4]Triazine N=1N2C(C=NC1)=CC=C2